tris(oxalic acid) phosphate P(=O)(O)(O)O.C(C(=O)O)(=O)O.C(C(=O)O)(=O)O.C(C(=O)O)(=O)O